NC1=NC(=NC=2N1N=C(N2)C=2OC=CC2)N[C@H](C(=O)N2CCN(CC2)CC(F)(F)F)C (S)-2-((7-amino-2-(furan-2-yl)-[1,2,4]triazolo[1,5-a][1,3,5]triazin-5-yl)amino)-1-(4-(2,2,2-trifluoroethyl)piperazin-1-yl)propan-1-one